OC=1C=CN(C1)[C@@H](C)C1=CC=C(C=C1)C1=C(N=CS1)C 4-hydroxy-N-((S)-1-(4-(4-methylthiazol-5-yl)phenyl)ethyl)pyrrole